C(C)(=O)N1CCC(CC1)NC1=CC(=NC(=N1)C1=CCCCC1)C(=O)O 6-((1-acetylpiperidin-4-yl)amino)-2-(cyclohex-1-en-1-yl)pyrimidine-4-carboxylic acid